(S)-5-(4-((1-(5-(3,5-difluorophenyl)-4,5-dihydro-1H-pyrazole-1-carbonyl)azetidin-3-yl)oxy)-5-fluoropyridin-2-yl)-N,1-dimethyl-1H-pyrazole-4-carboxamide FC=1C=C(C=C(C1)F)[C@@H]1CC=NN1C(=O)N1CC(C1)OC1=CC(=NC=C1F)C1=C(C=NN1C)C(=O)NC